FC(C=1C=C(C=CC1)CC=1C=2N(C=CC1)N=CC2C(=O)NC21CC(C2)(C1)CC(=O)OC)(F)F methyl 2-[3-[[4-[[3-(trifluoromethyl) phenyl]methyl]pyrazolo[1,5-a]pyridine-3-carbonyl]amino]-1-bicyclo[1.1.1]pentanyl]acetate